CC1(C=2C3=C(N(N=C3CCO1)C1=NNC=C1)N=C(C2)N2[C@@H](COCC2)C)C (R)-6,6-dimethyl-4-(3-methylmorpholino)-2-(1H-pyrazol-3-yl)-2,6,8,9-tetrahydro-7-oxa-1,2,3-triazabenzo[cd]azulene